COC1=C(C=NC=C1)N(C1CCN(CC1)C1=NC=C(C=N1)C#N)C1=CC=C(C=C1)C(F)(F)F 2-(4-((4-Methoxypyridin-3-yl)(4-(trifluoromethyl)phenyl)amino)piperidin-1-yl)pyrimidine-5-carbonitrile